BrC=1C(=NC(=NC1)Cl)NC1=CC=C(C=C1)OC1=CC=CC=C1 5-bromo-2-chloro-N-(4-phenoxyphenyl)pyrimidin-4-amine